ClC1=CC=C2C(=CN=CC2=C1)S(=O)(=O)NC=1C(=NC(=C(C1)F)OC(F)F)OC 7-chloro-N-[6-(difluoromethoxy)-5-fluoro-2-methoxy-3-pyridyl]isoquinoline-4-sulfonamide